C1(CC1)C=1NC(=NN1)C1CC2(CN(C2)C(=O)N2CC3(CN(C3)S(=O)(=O)NCC3(CC3)C(F)(F)F)C2)C1 6-[6-(5-cyclopropyl-4H-1,2,4-triazol-3-yl)-2-azaspiro[3.3]heptane-2-carbonyl]-N-[[1-(trifluoromethyl)cyclopropyl]methyl]-2,6-diazaspiro[3.3]heptane-2-sulfonamide